C(CC)C1=CC=C(C=C1)C1=C(C(=C(C=C1)Br)F)F 4-(4-propylphenyl)-2,3-difluoro-bromobenzene